4-(2-chloro-3-methoxy-6-methylphenyl)-8-(methylthio)-[1,2,4]triazolo[1',5':1,6]pyrido[2,3-d]pyrimidine ClC1=C(C(=CC=C1OC)C)C1=CC=2C(=NC(=NC2)SC)N2C1=NC=N2